3-ethylsulfonyl-5-(trifluoromethyl)-6-[4-(trifluoromethyl)phenyl]Pyridine-2-carboxylic acid C(C)S(=O)(=O)C=1C(=NC(=C(C1)C(F)(F)F)C1=CC=C(C=C1)C(F)(F)F)C(=O)O